(S)-3,3-dimethyl-1-(2H-tetrazol-5-yl)butan-1-amine CC(C[C@H](N)C=1N=NNN1)(C)C